4-[4,4-dimethyl-5-oxo-3-(4-oxo-4-pyrazol-1-yl-butyl)-2-thioxo-imidazolidin-1-yl]-3-fluoro-2-methylthio-benzonitrile CC1(N(C(N(C1=O)C1=C(C(=C(C#N)C=C1)SC)F)=S)CCCC(N1N=CC=C1)=O)C